methyl 6-(((benzyloxy)carbonyl)(methyl)amino)-2-(3-iodophenyl)-2,5,5-trimethylhexanoate C(C1=CC=CC=C1)OC(=O)N(CC(CCC(C(=O)OC)(C)C1=CC(=CC=C1)I)(C)C)C